15,19,23-Trimethylheptatriacontane CC(CCCCCCCCCCCCCC)CCCC(CCCC(CCCCCCCCCCCCCC)C)C